IS(=O)(C)(C)C iodo-trimethyl-oxo-lambda{6}-sulfane